ClC1=C(C=NC=C1)C=1C(=C(C#N)C=CC1)N1CCC(CC1)C1=NN=CN1C 3-(4-chloropyridin-3-yl)-2-[4-(4-methyl-1,2,4-triazol-3-yl)piperidin-1-yl]benzonitrile